5-bromo-N4-(5-chloro-2-(1H-1,2,3-triazol-5-yl)phenyl)-N2-(2-methoxy-5-methyl-4-(4-(4-methylpiperazin-1-yl)piperidin-1-yl)phenyl)pyrimidine-2,4-diamine BrC=1C(=NC(=NC1)NC1=C(C=C(C(=C1)C)N1CCC(CC1)N1CCN(CC1)C)OC)NC1=C(C=CC(=C1)Cl)C1=CN=NN1